2-[[1-[1-(4-methoxyphenyl)cyclopropanecarbonyl]-4-piperidyl]amino]-4,5-dimethyl-1H-pyrimidin-6-one COC1=CC=C(C=C1)C1(CC1)C(=O)N1CCC(CC1)NC=1NC(C(=C(N1)C)C)=O